(S)-pent-4-en-2-ol C[C@@H](CC=C)O